2-((3-fluoro-4-((triisopropylsilyl)oxy)phenyl)amino)nicotinic acid methyl ester COC(C1=C(N=CC=C1)NC1=CC(=C(C=C1)O[Si](C(C)C)(C(C)C)C(C)C)F)=O